C(#N)C=1C=C(C=CC1F)NC(=O)C1=C(N(C(=C1C)C(C(=O)NC1COC1)=O)C)C (3-cyano-4-fluorophenyl)-1,2,4-trimethyl-5-(2-(oxetan-3-ylamino)-2-oxoacetyl)-1H-pyrrole-3-carboxamide